(R)-8-(2-amino-2-methylpropionyl)-3-(2-(4-(4-fluorophenyl)piperazin-1-yl)ethyl)-2-oxa-8-azaspiro[4.5]decan-1-one NC(C(=O)N1CCC2(C[C@@H](OC2=O)CCN2CCN(CC2)C2=CC=C(C=C2)F)CC1)(C)C